C(CCCCCCC\C=C/CCCCCCCC)(=O)OCCCCCCOC(CCCCCCC\C=C/CCCCCCCC)=O hexamethylene dioleate